OC(C)(C)C=1C=C(SC1)S(=O)(=O)NC(NC1=C2CCCC2=CC(=C1C1=CC=2N(C=C1)C=NC2)C)=O 4-(2-hydroxy-prop-2-yl)-N-((5-(imidazo[1,5-a]pyridin-7-yl)-6-methyl-2,3-dihydro-1H-inden-4-yl)carbamoyl)thiophene-2-sulfonamide